tert-butyl 6-(aminomethyl)-2-(diethoxymethyl)pyrrolo[3,2-c]pyridine-1-carboxylate NCC1=CC2=C(C=N1)C=C(N2C(=O)OC(C)(C)C)C(OCC)OCC